6,7,8,9-tetrahydro-5H-pyrido[3,4-c]azepine C1=NC=CC2=C1CNCCC2